OC1=C(OC(=C1O)C1=CC=C(C=C1)Cl)NS(=O)(=O)CC N-(3,4-dihydroxy-5-(4-chlorophenyl)-2-furyl)ethanesulfonamide